COC(=O)C1CC(C1)C=1C=CC(=C2C=C(N=CC12)Cl)C(C)C 3-(3-chloro-5-isopropylisoquinolin-8-yl)cyclobutane-1-carboxylic acid methyl ester